CC1(CN2C(OC1)=C(C=N2)S(=O)(NC(NC2=C1C(CCC1=CC=1CCCC21)C)=O)=N)C 6,6-Dimethyl-N-((3-methyl-1,2,3,5,6,7-hexahydro-s-indacen-4-yl)carbamoyl)-6,7-dihydro-5H-pyrazolo[5,1-b][1,3]oxazine-3-sulfonimidamide